C(C)(=O)ONC(=O)C1=NC=C(C=C1Cl)Cl (3,5-dichloropyridine-2-carbonyl)amino acetate